2-(2,6-dioxopiperidin-3-yl)-5-(4-(2-(1-(5-fluoro-4-((4-fluoro-1,5-naphthyridin-2-yl)amino)pyridin-2-yl)piperidin-4-yl)ethyl)piperazin-1-yl)isoindoline-1,3-dione O=C1NC(CCC1N1C(C2=CC=C(C=C2C1=O)N1CCN(CC1)CCC1CCN(CC1)C1=NC=C(C(=C1)NC1=NC2=CC=CN=C2C(=C1)F)F)=O)=O